tert-butyl 4-[(R)-[4,5-dichloro-2-(prop-2-en-1-yloxy)phenyl][(2-methylpropane-2-sulfinyl)amino]methyl]piperidine-1-carboxylate ClC1=CC(=C(C=C1Cl)[C@@H](C1CCN(CC1)C(=O)OC(C)(C)C)NS(=O)C(C)(C)C)OCC=C